3-methyl-6-vinyl-aniline CC=1C=C(N)C(=CC1)C=C